FC1=CC=CC=2N=C(OC21)[C@H]2N(CCC1=C2N=CN1)C(CCC=1OC=CN1)=O (S)-1-(4-(7-fluorobenzo[d]oxazol-2-yl)-6,7-dihydro-1H-imidazo[4,5-c]pyridin-5(4H)-yl)-3-(oxazol-2-yl)propan-1-one